2-(3-bromopyridin-2-yl)acetonitrile BrC=1C(=NC=CC1)CC#N